2-(bromomethyl)-4-phenylthiazole BrCC=1SC=C(N1)C1=CC=CC=C1